1,3-oxazolidinyl-lysergic acid amide O1C(NCC1)NC(=O)[C@H]1CN(C)[C@@H]2CC3=CNC4=CC=CC(C2=C1)=C34